(4-(1H-Imidazol-2-yl)piperidin-1-yl)(4-(benzo[d][1,3]dioxol-4-yl)phenyl)methanon N1C(=NC=C1)C1CCN(CC1)C(=O)C1=CC=C(C=C1)C1=CC=CC=2OCOC21